C(C)SC1=NC(=CC(=C1NC(CC(C)(C)C)=O)C)N1CC2=CC=C(C=C2CC1)F N-(2-(ethylsulfanyl)-6-(6-fluoro-3,4-dihydroisoquinolin-2(1H)-yl)-4-methylpyridin-3-yl)-3,3-dimethylbutyramide